C1(CCCC1)N(C(=O)N1CC2=C(CC1)N=C(S2)N2C1CN(CC2CC1)C(=O)OCC1=CC=CC=C1)C benzyl 8-(5-(cyclopentyl(methyl)carbamoyl)-4,5,6,7-tetrahydrothiazolo[5,4-c]pyridin-2-yl)-3,8-diazabicyclo[3.2.1]octane-3-carboxylate